5-(((3-Chloro-5-isopropylisoquinolin-8-yl)oxy)methyl)-1-methylpyrrolidin-2-one ClC=1N=CC2=C(C=CC(=C2C1)C(C)C)OCC1CCC(N1C)=O